FC(C(=O)[O-])(F)F.COC(=O)N(C1=CC(=NC=N1)N1N=CN=C1[C@H](C)[NH3+])C [(1S)-1-[2-[6-[methoxycarbonyl(methyl)amino]pyrimidin-4-yl]-1,2,4-triazol-3-yl]ethyl]ammonium 2,2,2-trifluoroacetate